N-[(1S)-1-[[4-amino-5-[3,5-dimethyl-1-(2-trimethylsilylethoxymethyl)pyrazol-4-yl]-6-fluoro-2-pyridyl]carbamoyl]-2,2-dicyclopropyl-ethyl]-2-ethyl-pyrazole-3-carboxamide NC1=CC(=NC(=C1C=1C(=NN(C1C)COCC[Si](C)(C)C)C)F)NC(=O)[C@H](C(C1CC1)C1CC1)NC(=O)C=1N(N=CC1)CC